C1(CC1)S(=O)(=O)N1N=CC(=C1)C1=NC=CC(=N1)NC1=NC=C(C(=C1)N1CCC(CC1)C(F)(F)F)C#CC=1C=NN(C1)C 2-(1-(cyclopropylsulfonyl)-1H-pyrazol-4-yl)-N-(5-((1-methyl-1H-pyrazol-4-yl)ethynyl)-4-(4-(trifluoromethyl)piperidin-1-yl)pyridin-2-yl)pyrimidin-4-amine